1-(2-azidoethoxy)-4-bromobenzene N(=[N+]=[N-])CCOC1=CC=C(C=C1)Br